BrC1=CC2=C(C(NCC(O2)C)=O)C=C1 8-bromo-2-methyl-3,4-dihydro-2H-1,4-benzoxazepin-5-one